1-Boc-6-methoxyindole-2-carboxylic acid methyl ester COC(=O)C=1N(C2=CC(=CC=C2C1)OC)C(=O)OC(C)(C)C